(2S)-4-(2-chloro-6-((1-(methoxycarbonyl)-5-(trifluoromethoxy)-1,2,3,4-Tetrahydronaphthalen-1-yl)methyl)-5-nitropyrimidin-4-yl)-2-(cyanomethyl)piperazine-1-carboxylate ClC1=NC(=C(C(=N1)N1C[C@@H](N(CC1)C(=O)[O-])CC#N)[N+](=O)[O-])CC1(CCCC2=C(C=CC=C12)OC(F)(F)F)C(=O)OC